ClC(CC(CC(CC(CCCC(CC)OC(CCCC(CC(CC(CC(C)Cl)C)C)C)CC)C)C)C)C 10-chloro-4,6,8-trimethylundecylethylmethyl ether